N-(5-((6-((R)-3-(3-chloro-5-fluorophenyl)isoxazolidine-2-yl)pyrimidine-4-yl)amino)-2-(4-((S)-4-cyclopropyl-2-methylpiperazine-1-yl)piperidine-1-yl)-4-methoxyphenyl)acrylamide ClC=1C=C(C=C(C1)F)[C@@H]1N(OCC1)C1=CC(=NC=N1)NC=1C(=CC(=C(C1)NC(C=C)=O)N1CCC(CC1)N1[C@H](CN(CC1)C1CC1)C)OC